NC=1C=C(C=C2C(N(C(C12)C1=C(C=CC=C1)C)CC1=CC=C(C=C1)OC)=O)C(=O)O 7-amino-2-(4-methoxybenzyl)-3-oxo-1-(o-tolyl)isoindoline-5-carboxylic acid